4-fluoro-2'-hydroxy-4'-methoxy-3'-(benzylpiperazin-1-yl)methyl-chalcone FC1=CC=C(C=C1)\C=C\C(=O)C1=C(C(=C(C=C1)OC)CN1C(CNCC1)CC1=CC=CC=C1)O